C[Si](CCOCN1C=C(C=2N=C(N=CC21)C2=C(C=CC=C2)C(F)(F)F)S(=O)(=O)C2=CC=C(C=C2)C=2N(C=C(N2)C(F)(F)F)C)(C)C trimethyl-[2-[[7-[4-[1-methyl-4-(trifluoromethyl)imidazol-2-yl]phenyl]sulfonyl-2-[2-(trifluoromethyl)phenyl]pyrrolo[3,2-d]pyrimidin-5-yl]methoxy]ethyl]silane